mesaconyl-CoA C(\C(\C)=C\C(=O)O)(=O)SCCNC(CCNC([C@@H](C(COP(OP(OC[C@@H]1[C@H]([C@H]([C@@H](O1)N1C=NC=2C(N)=NC=NC12)O)OP(=O)(O)O)(=O)O)(=O)O)(C)C)O)=O)=O